FC1=C(C=CC=C1)C=1C=NN(C1)C1(CN(C1)C=1C=2N(C=CC1)N=C(N2)NC=2C=NN(C2)CC(=O)N2CCN(CC2)C)CC#N 2-[3-[4-(2-fluorophenyl)pyrazol-1-yl]-1-[2-[[1-[2-(4-methylpiperazin-1-yl)-2-oxo-ethyl]pyrazol-4-yl]amino]-[1,2,4]triazolo[1,5-a]pyridin-8-yl]azetidin-3-yl]acetonitrile